methyl 5-amino-6-(7-amino-6-methoxy-5,8-dioxoquinolin-2-yl)-4-(2-hydroxy-3,4-dimethoxyphenyl)-3-methylpyridine-2-carboxylate NC=1C(=C(C(=NC1C1=NC=2C(C(=C(C(C2C=C1)=O)OC)N)=O)C(=O)OC)C)C1=C(C(=C(C=C1)OC)OC)O